methyl 2-bromomethyl-4-chloro-6-iodobenzoate BrCC1=C(C(=O)OC)C(=CC(=C1)Cl)I